3-cyclopropyl-1-(methoxymethyl)-4-(3-methyl-4-methylsulfonyl-phenyl)pyrrolo[3,2-b]pyridin-5-one C1(CC1)C1=CN(C2=C1N(C(C=C2)=O)C2=CC(=C(C=C2)S(=O)(=O)C)C)COC